4-cyclopropyl-6-[3-[3-hydroxy-1-(4-methyl-1,2,4-triazol-3-yl)cyclobutyl]phenyl]-2-[[(3S)-3-methyl-1-piperidinyl]methyl]-1H-pyrrolo[2,3-c]pyridin-7-one C1(CC1)C=1C2=C(C(N(C1)C1=CC(=CC=C1)C1(CC(C1)O)C1=NN=CN1C)=O)NC(=C2)CN2C[C@H](CCC2)C